1-(5-chloro-2-ethoxy-4-methylphenyl)ethan-1-ol ClC=1C(=CC(=C(C1)C(C)O)OCC)C